O=C1C(=C(C=NN1)N1C(C2=CC=CC=C2C1)CNC([O-])=O)C(F)(F)F N-([2-[6-oxo-5-(trifluoromethyl)-1,6-dihydropyridazin-4-yl]-2,3-dihydro-1H-isoindol-1-yl]methyl)carbamate